C(CCCCCCCCCCCCCCCCC)OC(CCCCCCCCCCCCCCCCCCCCC)=O.C(CCCCCCCCCCCCCCCCCCCCC)OC(CCCCCCCCCCCCCCCCCCC)=O.C(CCCCCCCCCCCCCCCCCCC)OC(CCCCCCCCCCCCCCCCCCC)=O eicosanoic acid eicosanyl ester behenyl-eicosanoate stearyl-behenate